2-phenyl-[1,2,4]triazolo[1,5-a]pyridine-6-carboxylic acid C1(=CC=CC=C1)C1=NN2C(C=CC(=C2)C(=O)O)=N1